ClC1=CC=C(C=C1)C1N=C(N(C1C1=CC=C(C=C1)Cl)C(=O)N1CC(NCC1)=O)C1=C(C=C(C=C1)OC)OC(C)C 4-[4,5-bis(4-chlorophenyl)-2-(4-methoxy-2-prop-2-yloxyphenyl)-4,5-dihydroimidazole-1-carbonyl]piperazin-2-one